COC=1C=C(C=C2C(=NC=NC12)N(C(OC(C)(C)C)=O)CC(=O)N1CCOCC1)C1=NC=C(C=N1)C tert-butyl (8-methoxy-6-(5-methylpyrimidin-2-yl)quinazolin-4-yl)(2-morpholino-2-oxoethyl)carbamate